COC=1C=C(C=CC1)C1C(=C(OC1)C)C(=O)OCC Ethyl 4-(3-methoxyphenyl)-2-methyl-4,5-dihydrofuran-3-carboxylate